(5R)-5-ethyl-5-methyl-3-[5-methyl-6-[[3-methyl-3-(trifluoromethyl)-1H-isobenzofuran-5-yl]oxy]-3-pyridinyl]imidazolidine-2,4-dione C(C)[C@@]1(C(N(C(N1)=O)C=1C=NC(=C(C1)C)OC=1C=C2C(OCC2=CC1)(C(F)(F)F)C)=O)C